C(C)(C)C1=NOC(=N1)N1CCC(CC1)C(C)OC=1SC2=NC(=CC=C2N1)C1=NC=C(N=C1)S(=O)(=O)C 2-(1-(1-(3-isopropyl-1,2,4-oxadiazol-5-yl)piperidin-4-yl)ethoxy)-5-(5-(methylsulfonyl)pyrazin-2-yl)thiazolo[5,4-b]pyridine